3-(1-methylethyl)dihydro-2(3H)-thiophenone CC(C)C1C(SCC1)=O